ClC1=C(C=CC=C1OCC)B1OC(C(O1)(C)C)(C)C 2-(2-chloro-3-ethoxyphenyl)-4,4,5,5-tetramethyl-1,3,2-dioxaborolane